1-(3-amino-2-hydroxypropyl)-4-(4-((S)-3-(tert-butoxy)-2-((1,3-dioxoisoindolin-2-yl)oxy)-3-oxopropoxy)phenyl)-2-methyl-1H-pyrazol-2-ium triflate [O-]S(=O)(=O)C(F)(F)F.NCC(CN1[N+](=CC(=C1)C1=CC=C(C=C1)OC[C@@H](C(=O)OC(C)(C)C)ON1C(C2=CC=CC=C2C1=O)=O)C)O